tert-butyl 6-[[3-[1-(cyclohexylmethyl)-5-methyl-pyrazol-4-yl]-6-[8-[(4-fluoro-1,3-benzothiazol-2-yl)carbamoyl]-3,4-dihydro-1H-isoquinolin-2-yl]pyridine-2-carbonyl]sulfamoyl]hexanoate C1(CCCCC1)CN1N=CC(=C1C)C=1C(=NC(=CC1)N1CC2=C(C=CC=C2CC1)C(NC=1SC2=C(N1)C(=CC=C2)F)=O)C(=O)NS(=O)(=O)CCCCCC(=O)OC(C)(C)C